bis[5-(diphenylphosphanyl)cyclopenta-1,3-dienyl]iron(II) palladium chloride [Pd](Cl)Cl.C1(=CC=CC=C1)P(C1C=CC=C1[Fe]C1=CC=CC1P(C1=CC=CC=C1)C1=CC=CC=C1)C1=CC=CC=C1